(cis-3-allyloxy-4-methoxypiperidin-1-yl)-4-aminopyrimidin C(C=C)O[C@@H]1CN(CC[C@@H]1OC)C1=NC=CC(=N1)N